N1(CCCC1)CCN1N=CC=C1/C=C/C1=NN(C2=CC=CC=C12)C1OCCCC1 3-[(E)-2-[2-(2-pyrrolidin-1-ylethyl)pyrazol-3-yl]vinyl]-1-tetrahydropyran-2-yl-indazole